1-hexanoL 1-Hexyl-acrylate C(CCCCC)C(C(=O)OCCCCCC)=C